(2-(5-(1-(3,5-dichloropyridin-4-yl)ethoxy)-1H-indazol-3-yl)-4,6-dihydropyrrolo[3,4-d]imidazol-5(1H)-yl)(4-methyl-piperazin-1-yl)ketone ClC=1C=NC=C(C1C(C)OC=1C=C2C(=NNC2=CC1)C1=NC2=C(N1)CN(C2)C2N(CCN(C2)C)C(=O)N2C(CN(CC2)C)N2CC=1NC(=NC1C2)C2=NNC1=CC=C(C=C21)OC(C)C2=C(C=NC=C2Cl)Cl)Cl